C(C(C)C)(=O)N[C@H](C(=O)O)CC(C)C (S)-2-isobutyrylamino-4-methylpentanoic acid